3'-methyl-4-pentyl-3-(pyrimidin-4-yl)-[1,1'-biphenyl]-2,6-diol CC=1C=C(C=CC1)C=1C(=C(C(=CC1O)CCCCC)C1=NC=NC=C1)O